C(C1=CC=CC=C1)OC(=O)NC1CN(CC(C1)C(=O)NNC1=NC=CC=C1)C(=O)OC(C)(C)C tert-butyl 3-(((benzyloxy)carbonyl)amino)-5-(2-(pyridin-2-yl)hydrazinecarbonyl)piperidine-1-carboxylate